tetrahydro-5H-imidazo[4,5-g]isoquinolin-5-one N1CNC2C1=CC1=CC=NC(C1=C2)=O